(1R,2S,3R,7R,7aR)-3-(6-amino-9H-purin-9-yl)-2,3,5,6,7,7a-hexahydro-1H-indene-1,2,7-triol NC1=C2N=CN(C2=NC=N1)[C@H]1[C@@H]([C@@H]([C@H]2[C@@H](CCC=C12)O)O)O